C1(=CC=CC=C1)N(C1=C(C=CC=C1)C=1C=CC=2N(C3=CC=C(C=C3C2C1)C1=C(C=CC=C1)N(C1=CC=CC=C1)C1=CC=CC=C1)C1=C(C(=C(C(=C1C1=CC=CC=C1)C1=CC=CC=C1)C#N)C1=CC=CC=C1)C1=CC=CC=C1)C1=CC=CC=C1 6'-(3,6-bis(2-(diphenylamino)phenyl)-9H-carbazol-9-yl)-4',5'-diphenyl-[1,1':2',1''-terphenyl]-3'-carbonitrile